CC1(CCC(CC1)C=O)C 4,4-dimethylcyclohexane-1-carbaldehyde